2-((2-ethyl-6-(2-(4-(pyrrolidine-1-carbonyl)piperazin-1-yl)pyrimidin-5-yl)imidazo[1,2-a]pyridin-3-yl)(methyl)amino)-4-(4-fluorophenyl)thiazole-5-carbonitrile C(C)C=1N=C2N(C=C(C=C2)C=2C=NC(=NC2)N2CCN(CC2)C(=O)N2CCCC2)C1N(C=1SC(=C(N1)C1=CC=C(C=C1)F)C#N)C